2-(5-(((1S,2S,3R,5R)-2-fluoro-8-azabicyclo[3.2.1]octan-3-yl)(methyl)amino)pyrazin-2-yl)-5-(1,3,4-oxadiazol-2-yl)phenol F[C@H]1[C@@H]2CC[C@H](C[C@H]1N(C=1N=CC(=NC1)C1=C(C=C(C=C1)C=1OC=NN1)O)C)N2